1-isothiocyanato-4-methyl-sulfinylbutane ethyl-N-[2-chloro-3-[(1-methyltetrazol-5-yl)carbamoyl]-6-(trifluoromethoxy)phenyl]carbamate C(C)OC(NC1=C(C(=CC=C1OC(F)(F)F)C(NC1=NN=NN1C)=O)Cl)=O.N(=C=S)CCCCS(=O)C